2-chloro-N-((1r,4r)-4-(4-cyano-3-methoxyphenoxy)cyclohexyl)pyrimidine-5-carboxamide ClC1=NC=C(C=N1)C(=O)NC1CCC(CC1)OC1=CC(=C(C=C1)C#N)OC